1-(difluoromethyl)-2-oxo-5-vinyl-1,2-dihydropyridine-3-carboxylic acid methyl ester COC(=O)C=1C(N(C=C(C1)C=C)C(F)F)=O